C(=O)(O)[C@H](CCCC1=CC=C(C=C1)OCCOCCOCC)N1CCN(CCN(CCN(CC1)[C@H](CO)C(=O)[O-])[C@H](C(=O)[O-])CO)[C@H](C(=O)[O-])CO (2S,2'S)-2,2'-{7-[(1S)-1-carboxy-4-{4-[2-(2-ethoxyethoxy)ethoxy]phenyl}butyl]-10-[(1R)-1-carboxylato-2-hydroxyethyl]-1,4,7,10-tetraazacyclododecan-1,4-diyl}bis(3-hydroxypropanoat)